C(CCCCCCCCC(=O)OCC(CCCC)CC)(=O)OCCC(CCCCCCCCCCCC)OC(=O)OCCCN(CC)CC 1-(3-(((3-(diethylamino) propoxy) carbonyl) oxy) pentadecyl) 10-(2-ethylhexyl) sebacate